diethyl-lambda6-sulfane C(C)[SH4]CC